N[C@H]1CS(C2=C(N(C1=O)CC1=CC=C(C=C1)Cl)C=C(C=C2)C=2OC(=NN2)C(C(F)(F)F)(C)OC)(=O)=O (3R)-3-amino-5-[(4-chlorophenyl)methyl]-1,1-dioxo-7-[5-(2,2,2-trifluoro-1-methoxy-1-methyl-ethyl)-1,3,4-oxadiazol-2-yl]-2,3-dihydro-1λ6,5-benzothiazepin-4-one